C1=NC=C(C2=CC=CC=C12)N1C(N(C2=CC=C(C=C2C1=O)C(F)(F)F)CC(C(=O)O)C)=O 3-(3-(isoquinolin-4-yl)-2,4-dioxo-6-(trifluoromethyl)-3,4-dihydroquinazolin-1(2H)-yl)-2-methylpropanoic acid